2-[2,4,6-trioxo-5-[4-[4-(trifluoromethoxy)phenoxy]phenyl]hexahydropyrimidin-5-yl]-5-oxa-2,8-diazaspiro[3.5]nonan O=C1NC(C(C(N1)=O)(C1=CC=C(C=C1)OC1=CC=C(C=C1)OC(F)(F)F)N1CC2(C1)OCCNC2)=O